O1C(=CC=C1)CC1SSC=C1 furan-2-ylmethyl-dithiol